2-bromo-6-(4-chlorophenoxy)naphthalene BrC1=CC2=CC=C(C=C2C=C1)OC1=CC=C(C=C1)Cl